(R)-2-(1-(3-chloro-4-fluorophenyl)-1H-pyrazol-3-yl)-N-(5-cyclopropyl-1H-pyrazol-3-yl)propanamide ClC=1C=C(C=CC1F)N1N=C(C=C1)[C@H](C(=O)NC1=NNC(=C1)C1CC1)C